CC(C(=O)C1=CC=C(C=C1)SC)(C)N1CCOCC1 2-methyl-1-[4-(methylsulfanyl)phenyl]-2-(4-morpholinyl)-1-propanone